BrC1=CN(C2=CC=C(C=C12)OCCOC)C(=O)OC(C)(C)C tert-butyl 3-bromo-5-(2-methoxyethoxy)-1H-indole-1-carboxylate